pyridinium propyl iodide C(CC)I.[NH+]1=CC=CC=C1